(S)-5,7-dihydro-spiro[cyclopenta[b]pyridin-6,4'-piperidin]-5-amine N1CCC2(CC1)[C@@H](C=1C(=NC=CC1)C2)N